C(CC)C1N(CCOC1)C(=O)N 3-propyl-morpholinamide